(3-ethylimidazol-4-yl)lithium C(C)N1C=NC=C1[Li]